1-phenyl-3-(p-tolyl)propane-1,3-dione boron difluoride [B](F)F.C1(=CC=CC=C1)C(CC(=O)C1=CC=C(C=C1)C)=O